(E)-N'-(1-(pyridine-2-yl)propylidene)azetidine-1-carbothiohydrazide N1=C(C=CC=C1)\C(\CC)=N\NC(=S)N1CCC1